C(C1=CC=CC=C1)(=O)\C(\CNS(=O)(=O)C1=CC=C(C=C1)Br)=C\C1=CC=CC=C1 (E)-N-(2-benzoyl-3-phenylallyl)-4-bromobenzenesulfonamide